C1=CC=C(C(=C1)NC2=CC=C(C=C2)Cl)[N+](=O)[O-] 2-nitro-4'-chlorodiphenylamine